C(C)(C)(C)OC(=O)N1C(=NC2=C1C=CC=C2)C2=NN(C(=C2)N)CC2=CC=C(C=C2)OC.ClC2=NC(=NC(=C2[N+](=O)[O-])Cl)SCCC 4,6-dichloro-5-nitro-2-propylsulfanyl-pyrimidine tert-butyl-2-[5-amino-1-[(4-methoxy-phenyl)methyl]pyrazol-3-yl]benzimidazole-1-carboxylate